FC1(CCC(CC1)C(C(=O)NC1=NC=CC(=C1)CC1=CC(N(C=C1)C)=O)NC(=O)C1=CC=NN1C)F N-(1-(4,4-difluorocyclohexyl)-2-((4-((1-methyl-2-oxo-1,2-dihydro-pyridin-4-yl)methyl)pyridin-2-yl)amino)-2-oxoethyl)-1-methyl-1H-pyrazole-5-carboxamide